2-((1H-benzo[d][1,2,3]triazol-5-yl)methyl)-3-((4-chloro-1-methyl-1H-pyrazol-5-yl)methyl)-5-(difluoromethyl)isoindolin-1-one N1N=NC2=C1C=CC(=C2)CN2C(C1=CC=C(C=C1C2CC2=C(C=NN2C)Cl)C(F)F)=O